COCCOCCN1N=C(C(=C1)NC(=O)C=1OC(=CC1)C=1C(=NNC1)C)C1=NC=CC=C1 N-(1-(2-(2-methoxyethoxy)ethyl)-3-(pyridin-2-yl)-1H-pyrazol-4-yl)-5-(3-methyl-1H-pyrazol-4-yl)furan-2-carboxamide